4-(4-(2-((2-chloro-4-(trifluoromethyl)phenyl)amino)-2-oxoethyl)-5-ethyl-7-oxo-2-phenoxy-4,7-dihydro-[1,2,4]triazolo[1,5-a]pyrimidin-6-yl)piperazine-1-carboxylic acid tert-butyl ester C(C)(C)(C)OC(=O)N1CCN(CC1)C1=C(N(C=2N(C1=O)N=C(N2)OC2=CC=CC=C2)CC(=O)NC2=C(C=C(C=C2)C(F)(F)F)Cl)CC